6-ethyl-2-(1H-imidazol-1-yl)-N-((1r,4r)-4-((2,2,2-trifluoroethyl)amino)cyclohexyl)pyrimidine-4-carboxamide C(C)C1=CC(=NC(=N1)N1C=NC=C1)C(=O)NC1CCC(CC1)NCC(F)(F)F